C1(=CC=C(C=C1)C[C@H](N)C(=O)O)C1=CC=CC=C1 β-(4-biphenylyl)-alanine